N-[5-[[2-(3-hydroxy-3-methyl-8-azabicyclo[3.2.1]octan-8-yl)acetyl]amino]-2-methyl-3-pyridyl]-6-(1-methylpyrazol-4-yl)triazolo[1,5-a]pyridine-3-carboxamide OC1(CC2CCC(C1)N2CC(=O)NC=2C=C(C(=NC2)C)NC(=O)C=2N=NN1C2C=CC(=C1)C=1C=NN(C1)C)C